CC1=C(NC2=CC=C(C=C12)C#N)C1=C(C=CC=C1)C 3-methyl-2-(o-tolyl)-1H-indole-5-carbonitrile